C1(CC1)C#CC1=CC(=C2C(=N1)N(C=N2)[C@H]2[C@@H]([C@@H]([C@@H]1C[C@H]21)O)O)NCC (1R,2R,3S,4R,5S)-4-(5-(cyclopropylethynyl)-7-(ethylamino)-3H-imidazo[4,5-b]pyridin-3-yl)bicyclo[3.1.0]hexane-2,3-diol